2-(3-chlorophenoxy)-1-(4-methoxyphenyl)ethanone ClC=1C=C(OCC(=O)C2=CC=C(C=C2)OC)C=CC1